[N+](=O)([O-])OO[N+](=O)[O-] nitroperoxide